N-(2-(7-fluoro-5-methoxy-1H-indol-3-yl)ethyl)-N-methylbut-3-en-2-amine FC=1C=C(C=C2C(=CNC12)CCN(C(C)C=C)C)OC